OI1(OC(C2=C1C=CC(=C2)S(=O)(=O)[O-])=O)=O.[K+].C(C)N(C(\C=C\C2=CC=C(C=C2)C)=O)CCSC (E)-N-ethyl-N-(2-methylsulfanyl-ethyl)-3-(p-tolyl)prop-2-enamide potassium 1-hydroxy-1,3-dioxo-1,3-dihydro-1λ5-benzo[d][1,2]iodoxole-5-sulfonate